N7-(2-{4-[5-(2-Methoxyethoxy)-3-(trifluoromethyl)pyridin-2-yl]piperazin-1-yl}ethyl)-N7-methyl-2-(1,3-oxazol-2-yl)[1,2,4]triazolo[1,5-c]pyrimidine-5,7-diamine COCCOC=1C=C(C(=NC1)N1CCN(CC1)CCN(C1=CC=2N(C(=N1)N)N=C(N2)C=2OC=CN2)C)C(F)(F)F